2-benzyl 3-methyl (1R,5S)-4-oxo-2-azabicyclo(3.2.0)heptane-2,3-dicarboxylate O=C1C(N([C@@H]2CC[C@H]12)C(=O)OCC1=CC=CC=C1)C(=O)OC